4-(4-(4-(benzo[d]thiazol-5-ylamino)quinolin-6-yl)-3-fluoro-5-methylbenzyl)piperazin-2-one S1C=NC2=C1C=CC(=C2)NC2=CC=NC1=CC=C(C=C21)C2=C(C=C(CN1CC(NCC1)=O)C=C2C)F